2-amino-5-bromo-1-(3-methoxy-2,6-dimethyl-phenyl)pyrrolo[2,3-b]pyridine-3-carboxamide NC1=C(C=2C(=NC=C(C2)Br)N1C1=C(C(=CC=C1C)OC)C)C(=O)N